tetramethyl-hexadecenyl-cysteine CC([C@](N(C=CCCCCCCCCCCCCCC)C)(C(=O)O)C)(S)C